dichlorotitanium diethoxide [O-]CC.[O-]CC.Cl[Ti+2]Cl